5-[2-fluoro-4-[4-(4-fluorophenyl)phenyl]-6-hydroxy-phenyl]-1,1-dioxo-1,2,5-thiadiazolidin-3-one FC1=C(C(=CC(=C1)C1=CC=C(C=C1)C1=CC=C(C=C1)F)O)N1CC(NS1(=O)=O)=O